OC[C@@H](C)CCC[C@@H](C)[C@H]1CC[C@H]2[C@@H]3CC=C4C[C@@H](O)CC[C@]4(C)[C@H]3CC[C@]12C (S)-Hydroxycholesterol